C1(CCCC1)N1N=CC=2C1=NC(=NC2)C(=O)OC methyl 1-cyclopentyl-1H-pyrazolo[3,4-d]pyrimidine-6-carboxylate